NCCOCCOCCOCCOCCNC(CN1CCN(CCN(CCN(CC1)CC(=O)O)CC(=O)O)CC(=O)O)=O 2,2',2''-(10-(17-amino-2-oxo-6,9,12,15-tetraoxa-3-azaheptadecyl)-1,4,7,10-tetraazacyclododecane-1,4,7-triyl)triacetic acid